(S)-2-(3-(1-(2-(4-isopropylphenyl)acetyl)piperidin-3-yl)phenoxy)-2-methylpropanoic acid C(C)(C)C1=CC=C(C=C1)CC(=O)N1C[C@@H](CCC1)C=1C=C(OC(C(=O)O)(C)C)C=CC1